Ethyl 3-amino-4H-pyrrolo[2,3-b]pyridine-2-carboxylate NC=1C(=NC2=NC=CCC21)C(=O)OCC